(R)-3-(3-(methoxycarbonyl)-4-methyl-7-(propan-2-ylidene)-4,5,6,7-tetrahydro-1H-indazol-1-yl)pyrazine 1-oxide COC(=O)C1=NN(C=2C(CC[C@H](C12)C)=C(C)C)C=1C=[N+](C=CN1)[O-]